Cl.C(C)OC1=C(C(=CC(=C1)[C@@H](C)NCCCCC1=CC=CC=C1)OCC)C(C)=O 1-(2,6-diethoxy-4-{(1R)-1-[(4-phenylbutyl)amino]ethyl}phenyl)ethane-1-one hydrochloride